C(C(C)(C)C)C1(CC1)N 1-neopentylcyclopropan-1-amine